5-[4-[(tert-butoxy)carbonyl]piperazin-1-yl]pyridine-3-carboxylic acid C(C)(C)(C)OC(=O)N1CCN(CC1)C=1C=C(C=NC1)C(=O)O